FC=1C=CC(=C(C(=O)N2C[C@@H]3[C@H](CC2)CN(C3)C(=O)OC(C)(C)C)C1)N1N=CC=N1 tert-Butyl (3aS,7aS)-5-(5-fluoro-2-(2H-1,2,3-triazol-2-yl)benzoyl)octahydro-2H-pyrrolo[3,4-c]pyridine-2-carboxylate